NCCC=1C=NC(=NC1)C1=C(C=C(C#N)C=C1)OC1=CC(=NC(=C1)N1CC(N(CC1)C)=O)C 4-[5-(2-aminoethyl)pyrimidin-2-yl]-3-[2-methyl-6-(4-methyl-3-oxopiperazin-1-yl)pyridin-4-yl]oxybenzonitrile